NC=1C=C(C=CC1)C(O)C1=CC=NC=C1 (3-aminophenyl)(pyridin-4-yl)methanol